(2-ethylhexyl)phosphonic acid di(2-ethylhexyl) ester C(C)C(COP(OCC(CCCC)CC)(=O)CC(CCCC)CC)CCCC